N-pyridyl-maleimide sodium salt [Na].N1=C(C=CC=C1)N1C(C=CC1=O)=O